ClC=1C=C(C(=O)NCCC(=O)NC=2SC(=C(N2)C)C(=O)OCCC)C=C(C1)C1=NOC(=N1)C Propyl 2-(3-(3-chloro-5-(5-methyl-1,2,4-oxadiazol-3-yl)benzamido)propanamido)-4-methylthiazole-5-carboxylate